FC1=C(C(=CC=C1)I)C=1NC=C(N1)C1=CC=C(C=C1)F 2-(2-fluoro-6-iodophenyl)-4(s)-(4-fluorophenyl)-1H-imidazol